(6S)-hydroxy-3-octanone OCCC(CCCCC)=O